C(C)(C)(C)OC(=O)N1CCC2(CC1)C(=C1C=CC=CC1=C2)O 1-hydroxyspiro[indene-2,4'-piperidine]-1'-Carboxylic acid tert-butyl ester